bis(tert-butylperoxy)-2,5-dimethylhexyne C(C)(C)(C)OOC(C#CC(C)(C)OOC(C)(C)C)(C)C